6-amino-2,3-dimethylisonicotinic acid methyl ester COC(C1=C(C(=NC(=C1)N)C)C)=O